[F-].C(CCCCCCCCCCC)[NH+]1CC(CC1)CCCC 1-dodecyl-3-butylpyrrolidinium fluoride salt